naphthyl-(naphthylphenyl)anthracene-d15 C1(=CC=CC2=CC=CC=C12)C=1C(=C(C(C2(C(C3(C(C(C(C(C3=CC12)([2H])[2H])([2H])[2H])([2H])[2H])([2H])[2H])[2H])([2H])[2H])[2H])([2H])[2H])[2H])C1=C(C=CC=C1)C1=CC=CC2=CC=CC=C12